C(C)(C)(C)C1=CC=C(C=C1)N1C(N(C(C1=O)(C)C)CC1=CC(=NC=C1)NC1(CC1)CO)=O 3-(4-(tert-butyl)phenyl)-1-((2-((1-(hydroxymethyl)cyclopropyl)amino)pyridin-4-yl)methyl)-5,5-dimethylimidazolidine-2,4-dione